C(C)OC(=O)N1CCC(CC1)NC(=O)C=1N=C(OC1)C=1C=C2C(=C(NC2=CC1)C1=CC(=NC(=C1)C)C)C(C)C 4-(2-(2-(2,6-dimethylpyridin-4-yl)-3-isopropyl-1H-indol-5-yl)oxazole-4-carboxamido)piperidine-1-carboxylic acid ethyl ester